FC=1C=C(C=C(C1)OC(F)(F)F)B(O)O 3-fluoro-5-(trifluoromethoxy)phenylboronic acid